ClC1=CC=C(C=C1)C1=NN=C(O1)C1CCN(CC1)C(=O)C1=CC=C(C=C1)[C@@]1(C(NC(N1)=O)=O)C(C)C (R)-5-(4-{4-[5-(4-chlorophenyl)[1,3,4]oxadiazol-2-yl]piperidine-1-carbonyl}phenyl)-5-isopropylimidazolidine-2,4-dione